FC1=C2C(=CNC2=C(C=C1)N1CCC(CC1)C1=CC=C(C=C1)OC1CCNCC1)C#N 4-fluoro-7-(4-{4-[(piperidin-4-yl)oxy]phenyl}piperidin-1-yl)-1H-indole-3-carbonitrile